hexane-tricarbonitrile C(C(CCCCC#N)C#N)C#N